N-{2-(2-hydroxyethoxy)ethyl}-methallylbicyclo[2.2.1]hept-5-ene-2,3-dicarboximide OCCOCCN1C(=O)C2C3(C=CC(C2C1=O)C3)CC(C)=C